Pyridineium [NH+]1=CC=CC=C1